C(C)OC(=O)C=1N=NC2=C(N1)C=C(C=C2C2=NC1=CC=CC=C1C=C2)C 6-methyl-8-(quinolin-2-yl)benzo[e][1,2,4]triazine-3-carboxylic acid ethyl ester